2-(2,4-Dimethoxybenzylidene)malononitrile COC1=C(C=C(C#N)C#N)C=CC(=C1)OC